methyl 1-((6-cyclopropylimidazo[1,2-a]pyridin-2-yl)methyl)-1H-pyrrole-3-carboxylate C1(CC1)C=1C=CC=2N(C1)C=C(N2)CN2C=C(C=C2)C(=O)OC